C(C)(=O)C=1C(=NC=C(C1)Cl)[C@H](C(C)C)NC(OC(C)(C)C)=O tert-butyl (S)-(1-(3-acetyl-5-chloropyridin-2-yl)-2-methylpropyl)carbamate